4-fucosyllactose C1([C@@H](O)[C@H](O)[C@H](O)[C@@H](O1)C)[C@@]1([C@@H]([C@H](C(O)O[C@@H]1CO)O)O)O[C@H]1[C@H](O)[C@@H](O)[C@@H](O)[C@H](O1)CO